O1CCN(CC1)C1=CC=C(C=C1)CNC=1OC=CN1 N-(4-morpholinophenylmethyl)oxazol-2-amine